benzyl (3S,5S)-3-fluoro-5-[(8-isopropyl-7-oxo-pteridin-2-yl)amino]piperidine-1-carboxylate F[C@@H]1CN(C[C@H](C1)NC1=NC=2N(C(C=NC2C=N1)=O)C(C)C)C(=O)OCC1=CC=CC=C1